2-isobutyl-7-phenyl-N-(1-(3,4,5-trimethoxyphenyl)-1H-imidazol-4-yl)-6,7-dihydro-5H-cyclopenta[d]pyrimidin-4-amine C(C(C)C)C=1N=C(C2=C(N1)C(CC2)C2=CC=CC=C2)NC=2N=CN(C2)C2=CC(=C(C(=C2)OC)OC)OC